N-(4-nitrophenylethyl)quinazolin-4-amine [N+](=O)([O-])C1=CC=C(C=C1)CCNC1=NC=NC2=CC=CC=C12